ClC=1C(=CC(=C(OC=2C(=NC(=NC2)N)N)C1)CC)OC 5-(5-Chloro-2-ethyl-4-methoxy-phenoxy)-pyrimidine-2,4-diamine